BrCCCCCCCCCCCCCI 1-bromo-13-iodotridecane